[2-[1-(cyclopropylmethyl)-6-(1,1-dioxo-5-phenyl-1,2,5-thiadiazepan-2-yl)pyrrolo[2,3-b]pyridin-2-yl]-5-methoxy-3-methylimidazo[1,2-a]pyridin-7-yl]methanone C1(CC1)CN1C(=CC=2C1=NC(=CC2)N2S(CCN(CC2)C2=CC=CC=C2)(=O)=O)C=2N=C1N(C(=CC(=C1)C=O)OC)C2C